CCOC(=O)[C@H](CCC1=CC=CC=C1)N[C@@H](C)C(=O)N2CC3=CC=CC=C3C[C@H]2C(=O)O The molecule is a member of the class of isoquinolines that is (3S)-2-L-alanyl-1,2,3,4-tetrahydroisoquinoline-3-carboxylic acid in which the alpha-amino group of the alanyl residue has been substituted by a 1-ethoxycarbonyl-4-phenylbutan-2-yl group (the all-S isomer). A prodrug for quinaprilat (by hydrolysis of the ethyl ester to the corresponding carboxylic acid), it is used as an angiotensin-converting enzyme inhibitor (ACE inhibitor) used (generally as the hydrochloride salt) for the treatment of hypertension and congestive heart failure. It has a role as an EC 3.4.15.1 (peptidyl-dipeptidase A) inhibitor, a prodrug and an antihypertensive agent. It is a member of isoquinolines, a dicarboxylic acid monoester, an ethyl ester and a tertiary carboxamide.